7-(3,4-dimethoxyphenyl)-N-(4-(morpholine-4-carbonyl)bicyclo[2.2.2]octan-1-yl)pyrazolo[1,5-a]pyrimidine-2-carboxamide COC=1C=C(C=CC1OC)C1=CC=NC=2N1N=C(C2)C(=O)NC21CCC(CC2)(CC1)C(=O)N1CCOCC1